4-(4-Aminopyrimidin-2-yl)-N-(4-methyl-4'-(2-(4-methylpiperazin-1-yl)ethyl)-[1,1'-biphenyl]-3-yl)thiazol-2-amine NC1=NC(=NC=C1)C=1N=C(SC1)NC=1C=C(C=CC1C)C1=CC=C(C=C1)CCN1CCN(CC1)C